3-[(2-amino-3-fluoro-4-pyridyl)methyl]-7-but-2-ynoxy-4-methyl-chromen-2-one NC1=NC=CC(=C1F)CC=1C(OC2=CC(=CC=C2C1C)OCC#CC)=O